tert-butyl 5-(bromomethyl)-3,4-dihydro-1H-isoquinoline-2-carboxylate BrCC1=C2CCN(CC2=CC=C1)C(=O)OC(C)(C)C